1-(4-(1H-indol-3-yl)thiophene-2-carbonyl)cyclopropane-1-carboxylic acid N1C=C(C2=CC=CC=C12)C=1C=C(SC1)C(=O)C1(CC1)C(=O)O